((4-chlorobenzyl)oxy)-4-((4-methoxybenzyl)oxy)-5-(5-(trifluoromethyl)-1H-pyrazol-3-yl)pyridine ClC1=CC=C(COC2=NC=C(C(=C2)OCC2=CC=C(C=C2)OC)C2=NNC(=C2)C(F)(F)F)C=C1